2,8-Dimethyl-6-[2-(piperidin-4-yl)-1,3-benzothiazol-6-yl]imidazo[1,2-b]pyridazin-Hydrochlorid Cl.CC=1N=C2N(N=C(C=C2C)C2=CC3=C(N=C(S3)C3CCNCC3)C=C2)C1